BrC(C(=O)C1=CC=C(C=C1)CCCl)(C)C 2-bromo-1-(4-(2-chloroethyl)phenyl)-2-methylpropan-1-one